6-(Cyclopropanecarboxamido)-4-((2-(difluoromethoxy)-3-(1-methyl-1H-pyrazol-4-yl)phenyl)amino)-N-methyl-oxynicotinamide C1(CC1)C(=O)NC1=NC=C(C(=O)NOC)C(=C1)NC1=C(C(=CC=C1)C=1C=NN(C1)C)OC(F)F